2,2,2-trifluoro-1-(p-tolyl)ethan-1-amine hydrochloride Cl.FC(C(N)C1=CC=C(C=C1)C)(F)F